N(=NC(C(=O)N)(C)C)C(C(=O)N)(C)C 2,2'-azobis(2-methylpropionamide)